OC1=C(C=NC(=C1C=1N(N=CC1)C)C)C(=O)N 4-hydroxy-6-methyl-5-(2-methylpyrazol-3-yl)pyridine-3-carboxamide